3-ethyl-N-(7-methyl-2-oxo-3,4-dihydro-1H-quinolin-6-yl)pyridine-4-carboxamide C(C)C=1C=NC=CC1C(=O)NC=1C=C2CCC(NC2=CC1C)=O